ClC=1C=C2C(=NC=NC2=C(C1)OC)N1CCC(CC1)CCP(O)(O)=O (2-(1-(6-chloro-8-methoxyquinazolin-4-yl)piperidin-4-yl)ethyl)phosphonic Acid